C[Sn](CC1=CC=C(C2=CC=CC=C12)F)(C)C trimethyl-((4-fluoronaphthalene-1-yl)methyl)stannane